C(#N)C=1C=C(C=CC1)C=1N=C(OC1)N1C([C@@H]2N(CCN(C2)C#N)CC1)=O (R)-8-(4-(3-cyanophenyl)oxazol-2-yl)-9-oxooctahydro-2H-pyrazino[1,2-a]pyrazine-2-carbonitrile